C(CC)NCCOC1=C(C=C(C=C1Cl)Cl)Cl N-propyl-N-[2-(2,4,6-trichlorophenoxy)ethyl]amine